ClC1=CC=C(C=C1)C=1N=C2N(C=CC=C2)C1CN1CCN(CC1)C(=O)C1=NC(=CC=C1)OCC (4-{[2-(4-chlorophenyl)imidazo[1,2-a]pyridin-3-yl]methyl}piperazin-1-yl)(6-ethoxypyridin-2-yl)methanone